NC1=CC=C(C=N1)C#CC=1C=C(C(=O)NCC2=CC=3N(C=C2)C=CN3)C=CC1S(=O)(=O)CC1=NN(C=C1)C 3-((6-aminopyridin-3-yl)ethynyl)-N-(imidazo[1,2-a]pyridin-7-ylmethyl)-4-(((1-methyl-1H-pyrazol-3-yl)methyl)sulfonyl)benzamide